FC1(CC1)C(=O)N[C@H](C(=O)N1[C@@H](C[C@H](C1)O)C(=O)N[C@@H](CC(=O)NCCCCCCCCCCC(=O)O)C1=CC=C(C=C1)C1=C(N=CS1)C)C(C)(C)C 11-((S)-3-((2S,4R)-1-((S)-2-(1-Fluorocyclopropane-1-carboxamido)-3,3-dimethylbutanoyl)-4-hydroxypyrrolidine-2-carboxamido)-3-(4-(4-methylthiazol-5-yl)phenyl)propanamido)undecanoic acid